C(C)(C)(C)C1=CC=C(C=N1)C=1N=C2SCCCN2C(C1C)=O 8-(6-tert-butylpyridin-3-yl)-7-methyl-2H,3H,4H-6H-pyrimido[2,1-b][1,3]thiazin-6-one